(±)-6-Methyl-2-(3-((2-(trifluoromethyl)phenoxy)methyl)piperidin-1-yl)pyrimidine-4-carboxylic Acid CC1=CC(=NC(=N1)N1C[C@@H](CCC1)COC1=C(C=CC=C1)C(F)(F)F)C(=O)O |r|